N-[4-[1-[4-(4-acetyl-1-piperazinyl)cyclohexyl]-4-amino-3-pyrazolo[3,4-d]pyrimidinyl]-2-methoxyphenyl]-1-methyl-2-indolecarboxamide C(C)(=O)N1CCN(CC1)C1CCC(CC1)N1N=C(C=2C1=NC=NC2N)C2=CC(=C(C=C2)NC(=O)C=2N(C1=CC=CC=C1C2)C)OC